3-Amino-N-[5-[3-(3,3-dimethylbutoxy)phenyl]-4-[2-(trifluoromethyl)phenyl]thiazol-2-yl]benzenesulfonamide NC=1C=C(C=CC1)S(=O)(=O)NC=1SC(=C(N1)C1=C(C=CC=C1)C(F)(F)F)C1=CC(=CC=C1)OCCC(C)(C)C